C(C)(C)(C)OC(=O)NC(C(CCOCC(=O)OCC)(C)C)C(=O)N1[C@@H](C[C@H](C1)O)C(NCC1=CC=C(C=C1)C#C)=O ethyl 2-[4-(tert-butoxycarbonylamino)-5-[(2S,4R)-2-[(4-ethynylphenyl)methylcarbamoyl]-4-hydroxy-pyrrolidin-1-yl]-3,3-dimethyl-5-oxo-pentoxy]acetate